3-(furan-2-yl)-5'-methyl-4-pentyl-2'-(prop-1-en-2-yl)-1',2',3',4'-tetrahydro-[1,1'-biphenyl] O1C(=CC=C1)C=1C=C(C=CC1CCCCC)C1C(CCC(=C1)C)C(=C)C